F[C@@H]1CN(CC[C@@H]1NC1=NN2C(C(=N1)OC)=C(C=C2)C=2C=C1N=CC=NC1=CC2)C N-((3R,4S)-3-fluoro-1-methylpiperidin-4-yl)-4-methoxy-5-(quinoxalin-6-yl)pyrrolo[2,1-f][1,2,4]triazin-2-amine